tert-Butyl (5-((2-(2,6-dioxopiperidin-3-yl)-6-fluoro-1-oxoisoindolin-4-yl)amino)pentyl)carbamate O=C1NC(CCC1N1C(C2=CC(=CC(=C2C1)NCCCCCNC(OC(C)(C)C)=O)F)=O)=O